C1(=CC=C(C=C1)C(=O)[O-])C1=CC=C(C=C1)C(=O)[O-].[Li+].[Li+] dilithium 4,4'-biphenyldicarboxylate